O(C1=CC=CC=C1)[Al](OC1=CC=CC=C1)OC1=CC=CC=C1 (triphenoxy)aluminum